1,3-dimethylbutyl-amine CC(CC(C)C)N